[Na+].[Na+].[Na+].OC1=CC2=C(C=C(C=C2C=C1)S(=O)(=O)[O-])S(=O)(=O)[O-] 2-hydroxy-6,8-naphthalenedisulfonic acid trisodium salt